2-Chloro-4-((3R)-8-(4-(2-(4-(4-(2,6-dioxopiperidin-3-yl)phenyl)piperazin-1-yl)-7-azaspiro[3.5]nonane-7-carbonyl)phenyl)-3-methyl-2,8-diazaspiro[4.5]decan-2-yl)benzonitrile ClC1=C(C#N)C=CC(=C1)N1CC2(C[C@H]1C)CCN(CC2)C2=CC=C(C=C2)C(=O)N2CCC1(CC(C1)N1CCN(CC1)C1=CC=C(C=C1)C1C(NC(CC1)=O)=O)CC2